Benz[a]anthracene C1=CC=CC=2C1=C1C=C3C=CC=CC3=CC1=CC2